(S)-6-((5-(2-(1-((5-bromo-2-nitropyridin-3-yl)oxy)ethyl)-5-fluorophenyl)-3-methyl-1H-pyrazol-1-yl)methyl)-2,2-dimethyl-2,3-dihydropyrazolo[5,1-b]oxazole BrC=1C=C(C(=NC1)[N+](=O)[O-])O[C@@H](C)C1=C(C=C(C=C1)F)C1=CC(=NN1CC1=NN2C(OC(C2)(C)C)=C1)C